FC1=C(C(=CC(=C1)N1N=CC(=C1)[N+](=O)[O-])F)C=1N=C2N(C=CC(=C2)C)C1C[C@H]1CNCCO1 (S)-2-((2-(2,6-difluoro-4-(4-nitro-1H-pyrazol-1-yl)phenyl)-7-methylimidazo[1,2-a]pyridin-3-yl)methyl)morpholine